COC1=CC=C(C=C1)NC(=S)NNC(=O)NC1=CC2=C(N=C(S2)C=2SC[C@@H](N2)C(=O)O)C=C1 (S)-2-(6-(2-((4-methoxyphenyl)carbamothioyl)hydrazine-1-carboxamido)benzo[d]thiazol-2-yl)-4,5-dihydrothiazole-4-carboxylic acid